N-{(1S)-1-[3-(2-piperazin-1-ylpyrimidin-5-yl)phenyl]ethyl}pyrimidin-4-amine N1(CCNCC1)C1=NC=C(C=N1)C=1C=C(C=CC1)[C@H](C)NC1=NC=NC=C1